O[C@H]1[C@@H](CCC1)NC1=C2N=CN(C2=NC=N1)[C@@H]1O[C@@H]([C@H]([C@H]1O)O)CSC1=C(C=CC=C1)F 2-{6-[((1R,2R)-2-hydroxycyclopentyl)-amino]purin-9-yl}(4S,5S,2R,3R)-5-[(2-fluorophenylthio)methyl]-oxolane-3,4-diol